COC1=C(C=C2C(=NC(=NC2=C1)C)N[C@H](C)C=1C(=C(C#N)C=CC1)C)N1CCN(CC1)C1CCN(CC1)C (R)-3-(1-((7-methoxy-2-methyl-6-(4-(1-methylpiperidin-4-yl)piperazin-1-yl)quinazoline-4-yl)amino)ethyl)-2-methylbenzonitrile